O1C=NC2=C1C=CC(=C2)C(=O)N2CC(CCC2)N(C(=O)NCC=2NC1=CC=C(C=C1C2)Cl)C 1-[1-(1,3-benzoxazole-5-carbonyl)piperidin-3-yl]-3-[(5-chloro-1H-indol-2-yl)methyl]-1-methylurea